3,3'-((1,1,3,3-tetramethyl-1,3-disiloxanediyl)-di-3,1-propanediyl)-bis(dihydro-2,5-furandione) C[Si](O[Si](C)(C)CCCC1C(OC(C1)=O)=O)(C)CCCC1C(OC(C1)=O)=O